N-ethyl-γ-aminopropyl-trimethoxysilane C(C)NCCC[Si](OC)(OC)OC